C/C(/C=O)=C\C(CC=C(C)C)C=1C=C(C#N)C=CC1C (E)-3-(2,7-dimethyl-1-oxooct-2,6-dien-4-yl)-4-methylbenzonitrile